N-((1r,4r)-4-((5-(1-(2,2-difluoroethyl)-2-methyl-1H-imidazo[4,5-b]pyridin-6-yl)-4-methoxy-7H-pyrrolo[2,3-d]pyrimidin-2-yl)amino)cyclohexyl)acetamide FC(CN1C(=NC2=NC=C(C=C21)C2=CNC=1N=C(N=C(C12)OC)NC1CCC(CC1)NC(C)=O)C)F